N-(7-chloro-4-(2-chloro-5-fluorophenoxy)-3-(1,3-dioxoisoindolin-2-yl)-1-methyl-1H-indazol-5-yl)-3-fluoro-5-(trifluoromethyl)benzamide ClC=1C=C(C(=C2C(=NN(C12)C)N1C(C2=CC=CC=C2C1=O)=O)OC1=C(C=CC(=C1)F)Cl)NC(C1=CC(=CC(=C1)C(F)(F)F)F)=O